OC=1C=C(C=CC1)N(C(CC1=CC=C2C=CNC2=C1)=O)C N-(3-hydroxyphenyl)-2-(1H-indol-6-yl)-N-methylacetamide